(5-(2-hydroxypropan-2-yl)-[1,2,4]triazolo[1,5-a]pyridin-8-yl)boronic acid OC(C)(C)C1=CC=C(C=2N1N=CN2)B(O)O